3-((5-chloro-2-((2-(difluoromethoxy)-4-(4-(4-methylpiperazin-1-yl)piperidin-1-yl)phenyl)amino)pyrimidin-4-yl)amino)thiophene-2-carboxamide ClC=1C(=NC(=NC1)NC1=C(C=C(C=C1)N1CCC(CC1)N1CCN(CC1)C)OC(F)F)NC1=C(SC=C1)C(=O)N